N-(4-{1-[(3-fluorophenyl)carbonyl]piperidin-4-yl}butyl)thieno[2,3-c]pyridine-2-carboxamide FC=1C=C(C=CC1)C(=O)N1CCC(CC1)CCCCNC(=O)C1=CC=2C(=CN=CC2)S1